ClC=1N=C(NC1[C@H]1[C@H](CN(CC1)S(=O)(=O)C1CNCC1)C)C1=NC=C(C=C1)F 2-[4-Chloro-5-[(3R,4R)-3-methyl-1-pyrrolidin-3-ylsulfonyl-4-piperidyl]-1H-imidazol-2-yl]-5-fluoro-pyridine